O1CCC2=C1C(=CC=C2)C(C=O)C (2,3-Dihydrobenzofuran-7-yl)propanal